ClC=1C=C(C=CC1)S(=O)(=O)NC=1C=C(C=CC1F)C1=CC(=CC(=C1)F)OC(F)F 3-chloro-N-(3'-(difluoromethoxy)-4,5'-difluoro-[1,1'-biphenyl]-3-yl)benzenesulfonamide